(6-((tetrahydrofuran-3-yl)oxy)pyridin-3-yl)methanamine O1CC(CC1)OC1=CC=C(C=N1)CN